C(C1=CC=CC=C1)OC1=NC=C(C=C1C1OC1)Cl 2-(benzyloxy)-5-chloro-3-(oxiran-2-yl)pyridine